Ethyl 2-imidazolyl disulfide N1C(=NC=C1)SSCC